tert-butyl 3-((4-((1R,3R)-2-(bicyclo[1.1.1]pentan-1-yl)-3-methyl-2,3,4,9-tetrahydro-1H-pyrido[3,4-b]indol-1-yl)phenyl)amino)azetidine-1-carboxylate C12(CC(C1)C2)N2[C@@H](C=1NC3=CC=CC=C3C1C[C@H]2C)C2=CC=C(C=C2)NC2CN(C2)C(=O)OC(C)(C)C